BrC=1C=C(C=CC1)C(=NNC(N)=S)C1=CC(=CC=C1)O 2-((3-bromophenyl)(3-hydroxyphenyl)methylene)hydrazine-1-thiocarboxamide